1-(6-(2-hydroxyphenyl)pyridazin-4-yl)-4-(m-tolyl)piperidine-4-carboxylic acid OC1=C(C=CC=C1)C1=CC(=CN=N1)N1CCC(CC1)(C(=O)O)C=1C=C(C=CC1)C